4-(2-furyl)phenyl-methane O1C(=CC=C1)C1=CC=C(C=C1)C